2-(3-fluoropiperidin-3-yl)-5-(2-(trifluoromethoxy)phenyl)-1,3,4-thiadiazole hydrochloride Cl.FC1(CNCCC1)C=1SC(=NN1)C1=C(C=CC=C1)OC(F)(F)F